CN1C(=C2OC[C@@]3([C@H](NS(C2=C1)(=O)=O)CN(C3)C(=O)OCC)C)C(NC3=CC(=C(C(=C3)F)F)F)=O (3aS,10aS)-ethyl 7,10a-dimethyl-8-((3,4,5-trifluorophenyl)carbamoyl)-3a,4,10,10a-tetrahydro-1H,7H-dipyrrolo[3,4-b:3',4'-f][1,4,5]oxathiazocine-2(3H)-carboxylate 5,5-dioxide